C(N)(=O)C1CCC(N(C1)C(C(=O)NC=1C=C(C(=NC1)NC(OC(C)(C)C)=O)C)=O)C1=CC=CC=C1 tert-butyl (5-(2-(5-carbamoyl-2-phenylpiperidin-1-yl)-2-oxoacetamido)-3-methylpyridin-2-yl)carbamate